NC(CC1=CC=C(C=C1)NC(=O)NC1=CC=C(C=C1)OC(F)(F)F)C 1-(4-(2-aminopropyl)phenyl)-3-(4-(trifluoromethoxy)phenyl)urea